BrC=1C=C(C(=NC1)N)C=1OC(=NN1)CC1CC1 5-bromo-3-(5-(cyclopropylmethyl)-1,3,4-oxadiazol-2-yl)pyridin-2-amine